4-(6-amino-2-fluoro-9H-purin-9-yl)cyclohexanecarboxylic acid methyl ester COC(=O)C1CCC(CC1)N1C2=NC(=NC(=C2N=C1)N)F